3-[6-[tert-butyl-(dimethyl)silyl]oxy-5-methyl-naphthalene-2-carbonyl]piperidine-1-carboxylic acid tert-butyl ester C(C)(C)(C)OC(=O)N1CC(CCC1)C(=O)C1=CC2=CC=C(C(=C2C=C1)C)O[Si](C)(C)C(C)(C)C